2-(trans-4-((tert-butyldimethylsilyl)methyl)cyclohexyl)-6-chloro-2H-pyrazolo[4,3-c]pyridine [Si](C)(C)(C(C)(C)C)C[C@@H]1CC[C@H](CC1)N1N=C2C(C=NC(=C2)Cl)=C1